C(C)(C)(C)C(C(C(=O)OCC(COC(C(C(C1=CC=CC=C1)C(C)(C)C)(O)C(C)(C)C)=O)(COC(C(C(C1=CC=CC=C1)C(C)(C)C)(O)C(C)(C)C)=O)COC(C(C(C1=CC=CC=C1)C(C)(C)C)(O)C(C)(C)C)=O)(O)C(C)(C)C)C1=CC=CC=C1 pentaerythritol tetrakis(di-tert-butylhydroxyhydrocinnamate)